OC(CC(=O)OCCC)(C)C propyl 3-hydroxy-3-methylbutyrate